CC=1C(=CC=C(C1)N)N Toluen-2,5-Diamine